C(=O)(O)C1=CC=C(C=C1)CCC1=CC=C(C=C1)C(=O)O 1,2-di(p-carboxyphenyl)ethane